C1(CC1)C=1C(=NON1)C(=O)N[C@H](C=1N=C2N(N=CC(=C2)C[C@@H]2C(N[C@@H](C2)C(F)(F)F)=O)C1)C1CCC(CC1)(F)F |o1:21,24| 4-Cyclopropyl-N-((S)-(4,4-difluorocyclohexyl)(7-(((3S*,5S*)-2-oxo-5-(trifluoromethyl)pyrrolidin-3-yl)methyl)imidazo[1,2-b]pyridazin-2-yl)methyl)-1,2,5-oxadiazole-3-carboxamide